COC1=C(C(=NC(=N1)C1=CC=NC=C1)NCCC)C(F)(F)F 6-methoxy-N-propyl-2-(4-pyridyl)-5-(trifluoromethyl)-4-pyrimidinamine